4-methoxybenzyloxymethyl-3-hydroxy-4-methyl-pyridine COC1=CC=C(COCC2=NC=CC(=C2O)C)C=C1